(2,5-dioxopyrrolidin-1-yl) acetate C(C)(=O)ON1C(CCC1=O)=O